C(N)(S)=S.CNC[C@H](O)[C@@H](O)[C@H](O)[C@H](O)CO N-methyl-glucamine dithiocarbamate salt